tert-butyl-(3S)-3-({6-[6-(methylsulfanyl)-3-oxo-2-(prop-2-en-1-yl)-1H,2H,3H-pyrazolo[3,4-d]pyrimidin-1-yl]pyridin-2-yl}oxy)piperidine-1-carboxylate C(C)(C)(C)OC(=O)N1C[C@H](CCC1)OC1=NC(=CC=C1)N1N(C(C=2C1=NC(=NC2)SC)=O)CC=C